trans-2,3-octanediol CC(C(CCCCC)O)O